6-bromo-7-methylimidazo[1,2-a]Pyrimidine-2-carboxylic acid BrC=1C(=NC=2N(C1)C=C(N2)C(=O)O)C